2-amino-4-(4-phenoxyphenoxy)pyridin NC1=NC=CC(=C1)OC1=CC=C(C=C1)OC1=CC=CC=C1